1H-pyrazolo[4,3-c]pyridine-3-carboxamide hydrochloride Cl.N1N=C(C=2C=NC=CC21)C(=O)N